FC=1C=C(C=C(C1[C@H]1[C@@H](N(CC=2C3=C(C=CC12)NN=C3)C)CC(C)C)F)NC3CN(C3)CC(C)C N-(3,5-difluoro-4-((6S,7S)-7-isobutyl-8-methyl-6,7,8,9-tetrahydro-3H-pyrazolo[3,4-h]isoquinolin-6-yl)phenyl)-1-isobutylazetidin-3-amine